ethyl 4-[(3R,5R)-5-[(5-bromo-1-methyl-6-oxo-pyridazin-4-yl)amino]-1-cyclopropyl-3-piperidyl]-benzoate BrC1=C(C=NN(C1=O)C)N[C@@H]1C[C@@H](CN(C1)C1CC1)C1=CC=C(C(=O)OCC)C=C1